CC1=C(C(=C(C(=C1C(=O)O)C)C(=O)O)C)C(=O)O trimethyl-1,3,5-benzenetriformic acid